[Cl-].C(C(=C)C)(=O)OCC[N+](C)(CCCCCCCCCCCC)CCOC(C(=C)C)=O di(methacryloyloxyethyl)dodecylmethylammonium chloride